CC1=C(N)C(=CC=C1)N1C=CC=C1 2-methyl-6-(1H-pyrrol-1-yl)aniline